1-(5-benzyl-1,3,4-oxadiazol-2-yl)-7-(3,4-dichlorobenzoyl)-2-(4-methoxyphenyl)-6,8-dihydro-5H-imidazo[1,5-a]pyrazin-3-one C(C1=CC=CC=C1)C1=NN=C(O1)C=1N(C(N2C1CN(CC2)C(C2=CC(=C(C=C2)Cl)Cl)=O)=O)C2=CC=C(C=C2)OC